ClC1=CC=2C(C3=CC=CC=C3C2C=C1)(C(=O)N1[C@@H]2CC([C@H]([C@H]1C(=O)N[C@@H](C[C@H]1C(NCCC1)=O)C#N)CC2)(F)F)O (1S,3S,4S)-2-(2-chloro-9-hydroxy-9H-fluorene-9-carbonyl)-N-((S)-1-cyano-2-((S)-2-oxopiperidin-3-yl)ethyl)-5,5-difluoro-2-azabicyclo[2.2.2]octane-3-carboxamide